FC(SC1=CC=C(C(=O)N)C=C1)(F)F 4-((trifluoromethyl)thio)benzamide